ICC1CN(C(O1)=O)C=1C=C(C=CC1)C (Z)-5-(iodomethyl)-3-(m-tolyl)oxazolidin-2-one